ClC1=C(C(=C2C(=N1)N(C=N2)[C@@H]2[C@@H]1[C@H]([C@@H]3[C@H]2OC(O3)(C)C)C1)NCC(F)F)C 5-chloro-N-(2,2-difluoroethyl)-3-((3aR,3bR,4aS,5R,5aS)-2,2-dimethylhexahydrocyclopropa[3,4]cyclopenta[1,2-d][1,3]dioxol-5-yl)-6-methyl-3H-imidazo[4,5-b]pyridin-7-amine